C(C)[As](C(C)(C)C)CC diethyl-t-butyl-arsine